COC1=CC=C(C=C1)C1COC2=CC(=CC=C2C1C1=CC=C(C=C1)OC)OC 3-(4-methoxyphenyl)-4-(4-methoxyphenyl)-7-methoxychroman